cis-N-[8-chloro-6-[4-(hydroxymethyl)-3-pyridyl]-3-isoquinolyl]-2-fluoro-cyclopropanecarboxamide ClC=1C=C(C=C2C=C(N=CC12)NC(=O)[C@H]1[C@H](C1)F)C=1C=NC=CC1CO